[Na+].C(CCCCCCCCC)C1=C(C=CC=C1)S(=O)(=O)[O-] decylbenzenesulphonic acid sodium salt